CC1=NC(=C(C=C1C=1OC[C@H](N1)C1=CC=CC=C1)C=1OC[C@H](N1)C1=CC=CC=C1)C (4R,4'R)-2,2'-(2,6-dimethylpyridine-3,5-diyl)bis(4-phenyl-4,5-dihydrooxazole)